(2-(2,6-dioxopiperidin-3-yl)-3-oxoisoindolin-5-yl)methyl (3-isopropylphenyl)carbamate C(C)(C)C=1C=C(C=CC1)NC(OCC=1C=C2C(N(CC2=CC1)C1C(NC(CC1)=O)=O)=O)=O